BrC=1C=C(C=CC1OC)C1C2=C(C(N1CCCN(C)C)=O)OC=1C=CC(=CC1C2=O)Cl 1-(3-Bromo-4-methoxyphenyl)-7-chloro-2-(3-(dimethylamino)propyl)-1,2-dihydrochromeno[2,3-c]pyrrole-3,9-dione